C(C#C)NC(=O)C1=CC=C(C=C1)NC(OC(C)(C)C)=O tert-butyl (4-(prop-2-yn-1-ylcarbamoyl)phenyl)carbamate